N-[(2S,3R)-1-(bicyclo[1.1.1]pentane-1-carbonyl)-2-{[3-(2,6-dimethylpyridin-4-yl)-2-fluorophenyl]methyl}-4,4-difluoropyrrolidin-3-yl]methanesulfonamide C12(CC(C1)C2)C(=O)N2[C@H]([C@H](C(C2)(F)F)NS(=O)(=O)C)CC2=C(C(=CC=C2)C2=CC(=NC(=C2)C)C)F